BrC=1C=C(C#N)C=C(C1)O 3-Bromo-5-hydroxybenzonitrile